Cl.O=C1C2=C(C=NN1)N=C(N=C2NC2=CC=C(C=C2)CN2CCNCC2)C2=CC=C(C(=O)O)C=C2 4-(5-oxo-4-(4-(piperazin-1-ylmethyl)phenylamino)-5,6-dihydropyrimido[4,5-d]pyridazin-2-yl)benzoic acid hydrochloride